ClC=1N=C(C2=C(N1)C=C(S2)C)NC=2N=CN(C2)C2=CC(=C(C(=C2)OC)OC)OC 2-chloro-6-methyl-N-(1-(3,4,5-trimethoxyphenyl)-1H-imidazol-4-yl)thieno[3,2-d]Pyrimidine-4-amine